ClC1=CC=2N(C=C1)C=NC2CC(=O)NC=2C(=NC=NC2)Cl 2-(7-chloroimidazo[1,5-a]pyridin-1-yl)-N-(4-chloropyrimidin-5-yl)acetamide